ClC1=C(NC(=C1Cl)C)C(=O)NC1=C(C=C(C=C1)C(=O)NN)N1CCN(CC1)C(=O)OC(C)(C)C tert-butyl 4-(2-(3,4-dichloro-5-methyl-1H-pyrrole-2-carboxamido)-5-(hydrazinecarbonyl)phenyl)piperazine-1-carboxylate